4-(4-(6-aminopyridin-3-yl)-6-morpholino-1,3,5-triazin-2-yl)piperazine-1-carboxylic acid tert-butyl ester C(C)(C)(C)OC(=O)N1CCN(CC1)C1=NC(=NC(=N1)C=1C=NC(=CC1)N)N1CCOCC1